[O-]C(=O)CCCCCCCCC.C[N+](C)(C)C Tetramethyl-ammonium caprate